2-Chloro-6-fluoro-benzoic acid [(2R)-3-(3-ethyl-4-oxo-spiro[6,8-dihydro-5H-pyrazolo[4,3-c]azepin-7,4'-tetrahydropyran]-1-yl)-2-methyl-propyl] ester C(C)C1=NN(C2=C1C(NCC1(CCOCC1)C2)=O)C[C@H](COC(C2=C(C=CC=C2F)Cl)=O)C